C(CCC)OC1=CC=C(C=C1)S(=O)(=O)N1C(CCCC1)C(=O)NO 1-((4-butoxyphenyl)sulfonyl)-N-hydroxypiperidine-2-carboxamide